C(#N)CCN(C(C)CC(C)C)C N-(2-cyanoethyl)-N-methyl-N-(4-methylpent-2-yl)-amine